methyl (Z)-2-[5-(4-bromopyrazol-1-yl)-2-methyl-phenoxy]-3-methoxy-prop-2-enoate BrC=1C=NN(C1)C=1C=CC(=C(O\C(\C(=O)OC)=C/OC)C1)C